4-(((2-oxa-6-azaspiro[3.5]nonan-6-yl)sulfonyl)carbamoyl)-5-(dimethylamino)-2-fluorobenzoic acid C1OCC12CN(CCC2)S(=O)(=O)NC(=O)C2=CC(=C(C(=O)O)C=C2N(C)C)F